C(C)(C)C1=C2C(=NC(N1C=1N=CN(C1)C1=CC(=C(C(=C1)OC)OC)OC)N)C=CS2 4-isopropyl-3-N-(1-(3,4,5-trimethoxyphenyl)-1H-imidazol-4-yl)thieno[3,2-d]pyrimidin-2-amine